COC=1C=C(C=CC1N1CCC(CC1)N1CCN(CC1)C)NC=1N=C(C2=C(N1)C=CS2)N2OCC[C@H]2C2=CC=CC=C2 (S)-N-(3-methoxy-4-(4-(4-methylpiperazin-1-yl)piperidin-1-yl)phenyl)-4-(3-phenylisooxazolidin-2-yl)thieno[3,2-d]pyrimidine-2-amine